methyl 3-(bicyclo[3.1.0]hexan-3-yloxy)-4-((N,N-dimethylsulfamoyl)carbamoyl)benzoate C12CC(CC2C1)OC=1C=C(C(=O)OC)C=CC1C(NS(N(C)C)(=O)=O)=O